CN(C(CCCCCCC)=O)C N,N-dimethyloctaneamide